C(C)CC(CC(=O)[O-])=O.CC(C)(C)[O-].CC(C)(C)[O-].CC(C)(C)[O-].[Zr+4] zirconium tri-tert-butoxide mono(ethylacetoacetate)